COC1=C(C=C(C=C1)OC1=CC=C(C=C1)OC(F)(F)F)NC(=O)[C@@H]1N(C(CC1)=O)C (R)-N-(2-methoxy-5-(4-(trifluoromethoxy)phenoxy)phenyl)-1-methyl-5-oxopyrrolidine-2-carboxamide